tert-butyl 2-phenyl-2,8-diazaspiro[4.5]decane-8-carboxylate C1(=CC=CC=C1)N1CC2(CC1)CCN(CC2)C(=O)OC(C)(C)C